methyl 6-chloro-4-methyl-1-((2-(trimethylsilyl) ethoxy) methyl)-1H-pyrrolo[2,3-b]pyridine-2-carboxylate ClC1=CC(=C2C(=N1)N(C(=C2)C(=O)OC)COCC[Si](C)(C)C)C